1-(3-(4-chloro-3,5-dimethylphenoxy)propyl)-3,5-dimethyl-4-(naphthalen-1-ylsulfonyl)-1H-pyrrole-2-carboxylic acid ClC1=C(C=C(OCCCN2C(=C(C(=C2C)S(=O)(=O)C2=CC=CC3=CC=CC=C23)C)C(=O)O)C=C1C)C